P(O)(O)(=S)O[C@H]1[C@H]([C@@](O[C@@H]1CO)(N1C(=O)NC(=O)C=C1)OC)O methoxyuridine-3'-phosphorothioate